6-(4-(((3S,4R)-3-hydroxy-4-((5-(trifluoromethyl)pyridin-2-yl)amino)piperidin-1-yl)sulfonyl)phenyl)indolin-2-one O[C@H]1CN(CC[C@H]1NC1=NC=C(C=C1)C(F)(F)F)S(=O)(=O)C1=CC=C(C=C1)C1=CC=C2CC(NC2=C1)=O